2-phenylisoindoline-1,3-dione C1(=CC=CC=C1)N1C(C2=CC=CC=C2C1=O)=O